NCC1CCC(CC1)N1C2=NC(=NC=C2N=C1NC1=NC=CC=C1)NC1(CCOCC1)C 9-((1s,4s)-4-(aminomethyl)cyclohexyl)-N2-(4-methyltetrahydro-2H-pyran-4-yl)-N8-(pyridin-2-yl)-9H-purine-2,8-diamine